O.[As]([O-])([O-])[O-].S(=O)(=O)([O-])[O-].[Fe+5] iron sulfate arsenite hydrate